N,N-dimethyl-4-(tris(((Z)-dec-4-en-1-yl)oxy)silyl)butan-1-amine CN(CCCC[Si](OCCC\C=C/CCCCC)(OCCC\C=C/CCCCC)OCCC\C=C/CCCCC)C